N-[[5-[5-(difluoromethyl)-1,3,4-oxadiazol-2-yl]thiazol-2-yl]methyl]-N-[2-(trifluoromethyl)-4-pyridinyl]ethanesulfonamide FC(C1=NN=C(O1)C1=CN=C(S1)CN(S(=O)(=O)CC)C1=CC(=NC=C1)C(F)(F)F)F